N-(tert-butyl)-7-(3-chlorophenyl)-5-(2-((2,2-difluorobenzo[d][1,3]dioxol-5-yl)(methyl)amino)-2-oxoethyl)-4-oxo-4,5-dihydrofuro[2,3-d]pyridazine-2-carboxamide C(C)(C)(C)NC(=O)C1=CC2=C(C(=NN(C2=O)CC(=O)N(C)C2=CC3=C(OC(O3)(F)F)C=C2)C2=CC(=CC=C2)Cl)O1